CC1=C[C@H]2[C@H](C[C@@H]1OO2)[C@@H](C)CCC=C(C)C The molecule is a sesquiterpenoid that is bisabola-2,10-diene substituted by a peroxy group between positions 2 and 10 (the 1R,4S,6R stereoisomer). Isolated from Artemisia stolonifera and Eupatorium rufescens, it exhibits antineoplastic and antiplasmodial activity. It has a role as a metabolite, an antineoplastic agent and an antiplasmodial drug. It is an organic peroxide and a sesquiterpenoid. It derives from a hydride of a bisabolane.